CC=1N=C(SC1CCO)C(F)(F)F 2-(4-methyl-2-(trifluoromethyl)thiazol-5-yl)ethan-1-ol